BrCC(=O)NC1=NOC(=C1)C 2-bromo-N-(5-methylisoxazol-3-yl)acetamide